N-(But-2-yn-1-yl)-N-Phenyl-[1,2,4]triazolo[4,3-a]quinazolin-5-amine C(C#CC)N(C1=NC=2N(C3=CC=CC=C13)C=NN2)C2=CC=CC=C2